C1(CC1)C1=NOC(C1)C=1N(C(=C(N1)C(=O)O)S(=O)(=O)CC)C 2-(3-cyclopropyl-4,5-dihydro-isoxazol-5-yl)-5-ethylsulfonyl-1-methyl-imidazole-4-carboxylic acid